methanol TRIS-HCl Cl.Cl.Cl.CO